2-(6-{1-[(4-ethanesulfonamidocyclohexyl)methyl]pyrrolidin-3-yl}-3-methyl-[1,2,4]triazolo[4,3-a]pyridin-8-yl)-N-ethyl-5-fluoro-N-(isopropyl)benzamide C(C)S(=O)(=O)NC1CCC(CC1)CN1CC(CC1)C=1C=C(C=2N(C1)C(=NN2)C)C2=C(C(=O)N(C(C)C)CC)C=C(C=C2)F